C(C)(CC)C1C(CCCC1)=O 2-(sec-butyl)cyclohexanone